ClC1=CC=C(C=C1)C(N1C[C@@H](N(C[C@H]1C)C1=C(C(N(C=2C=CC(=NC12)C#N)C)=O)C#N)C)C1=NC=CC=C1F 8-[(2S,5R)-4-[(4-Chlorophenyl)(3-fluoropyridin-2-yl)methyl]-2,5-dimethylpiperazin-1-yl]-5-methyl-6-oxo-5,6-dihydro-1,5-naphthyridin-2,7-dicarbonitril